trans-N-[6-(2-chloro-4-fluoro-phenyl)pyridazin-3-yl]-3-(tetrahydropyran-4-ylmethyl)-3-azabicyclo[3.1.0]hexane-6-amine ClC1=C(C=CC(=C1)F)C1=CC=C(N=N1)NC1C2CN(CC12)CC1CCOCC1